sodium 2,5-furandicarboxylic acid salt O1C(=CC=C1C(=O)[O-])C(=O)[O-].[Na+].[Na+]